Cl.BrC1=CC=C(C=C1)C1=CC=C(N1C1=C(C=CC=C1)C(F)(F)F)C=1C=C(C=CC1)NCCCN(C)C N-[3-[5-(4-Bromophenyl)-1-[2-(trifluoromethyl)phenyl]pyrrol-2-yl]phenyl]-N',N'-dimethyl-propane-1,3-diamine hydrochloride